N=1SN=C2C1C=CC(=C2)CN2CCN(CC2)CCO 2-(4-(benzo[C][1,2,5]thiadiazol-5-ylmethyl)piperazin-1-yl)ethan-1-ol